ClC1=NN2C(C(=N1)NC=1N=CN(C1)C=1C=CC(=C(C(=O)NC)C1)CO)=CC=C2 5-(4-((2-chloropyrrolo[2,1-f][1,2,4]triazin-4-yl)amino)-1H-imidazol-1-yl)-2-(hydroxymethyl)-N-methylbenzamide